C(CCCCCCCCCCCCCCC)(=O)OCC(COC(CCCCCCCCCCCCCCC)=O)OC(NC1CN(C1)CC(CF)CF)=O 2-(((1-(3-fluoro-2-(fluoromethyl)propyl)azetidin-3-yl)carbamoyl)oxy)propane-1,3-diyl dipalmitate